3-[2-(2,6-Dimethylpiperidin-1-yl)ethyl]-1H-indol-4-ol CC1N(C(CCC1)C)CCC1=CNC=2C=CC=C(C12)O